OC1=C(C=C(C#N)C=C1)C1=NN(C(=C1)C(F)(F)F)C 4-hydroxy-3-[1-methyl-5-(trifluoromethyl)pyrazol-3-yl]benzonitrile